ClC1=C(CNC2=C3N=CN(C3=NC=N2)[C@H]2[C@@H](O)[C@H](O)[C@H](O2)CO)OC=C1 6-(3-chlorofurfurylamino)-9-β-D-arabinofuranosylpurine